ClC1=C(C=CC(=C1)C(F)(F)F)C=1OC2=C(C(=CC(=C2C(C1)=O)O)O)[C@H]1[C@@H](N(CC1)C)CO 2-(2-chloro-4-(trifluoromethyl)-phenyl)-5,7-dihydroxy-8-((2R,3S)-2-(hydroxymethyl)-1-methylpyrrolidin-3-yl)-4H-chromen-4-one